COC1CC(N(C1)CC(N1CCN(CC1)C1=NC=C(C=N1)C(F)(F)F)=O)C=1C=C(C(NN1)=O)C(F)(F)F 6-(4-methoxy-1-(2-oxo-2-(4-(5-(trifluoromethyl)pyrimidin-2-yl)piperazin-1-yl)ethyl)pyrrolidin-2-yl)-4-(trifluoromethyl)pyridazin-3(2H)-one